ClC1=C2N(C(C(=C1)NC1=CC(=NC=N1)NC(=O)C1CC1)=O)C1(CCOCC1)NC2=O N-(6-((8-chloro-1,5-dioxo-1,2',3',5,5',6'-hexahydro-2H-spiro[imidazo[1,5-a]pyridin-3,4'-pyran]-6-yl)amino)pyrimidin-4-yl)cyclopropanecarboxamide